ClC(C(F)(F)F)Cl 1,1-dichloro-2,2,2-trifluoroethane